5-(Chloromethyl)-4-cyclopropyl-1-methylimidazole ClCC1=C(N=CN1C)C1CC1